(2-cyanopropyl)-1H-pyrazolo[4,3-b]Pyridine-5-carboxylic acid methyl ester COC(=O)C1=CC=C2C(=N1)C=NN2CC(C)C#N